COC=1C(=C(C=CC1)[SiH]([O-])C1=C(C(=CC=C1)OC)OC)OC di(dimethoxyphenyl)silanolate